2-phenylpropane-1-one C1(=CC=CC=C1)C(C=O)C